2-cyano-N-methyl-N-[4-(4,4,5,5-tetramethyl-1,3,2-dioxaborolan-2-yl)cyclohex-3-en-1-yl]acetamide C(#N)CC(=O)N(C1CC=C(CC1)B1OC(C(O1)(C)C)(C)C)C